monosodium ketoglutarate O=C(C(=O)[O-])CCC(=O)O.[Na+]